N-methyliminoformamide CN=NC=O